NC1=NC=CC=C1C1=NC=2C(=NC(=CC2)C#CC2CNC2)N1C=1C=C2CC[C@@H](C2=CC1)NC(C1=CN=C(C=C1)C(F)F)=O (S)-N-(5-(2-(2-aminopyridin-3-yl)-5-(azetidin-3-ylethynyl)-3H-imidazo[4,5-b]pyridin-3-yl)-2,3-dihydro-1H-inden-1-yl)-6-(difluoromethyl)nicotinamide